ClC=1C=C(C=C(C1)Cl)C1(CC(=NO1)C1=CC(=C(C(=O)N(C2=NN(C(=N2)CCC(F)(F)F)C)C)C=C1)C)C(F)(F)F 4-(5-(3,5-dichlorophenyl)-5-(trifluoromethyl)-4,5-dihydroisoxazol-3-yl)-N,2-dimethyl-N-(1-methyl-5-(3,3,3-trifluoropropyl)-1H-1,2,4-triazol-3-yl)benzamide